C1=CC=C(C=C1)NC=O N-benzamide